FC1=CC2=C(N=C(O2)C2CCN(CC2)C2=C(C(N(C3=CC=CC=C23)C)=O)C#N)C=C1 4-[4-(6-Fluoro-1,3-benzooxazol-2-yl)piperidin-1-yl]-1-methyl-2-oxo-1,2-dihydroquinoline-3-carbonitrile